[Cu+2].C(C)C(CP([O-])([O-])=O)CCCC 2-ethylhexylphosphonate copper